COC=1C=CC(=C(C(=O)O)C1)C=1N(C(=C(C1)C(=O)OC)C)C 5-Methoxy-2-[4-(methoxycarbonyl)-1,5-dimethyl-1H-pyrrol-2-yl]benzoic acid